C(#N)C=1C=C(C=CC1)[C@H](C)NC(=O)C=1C=C2CN(C(C2=CC1)=O)C1C(NC(CC1)=O)=O N-((S)-1-(3-cyanophenyl)ethyl)-2-(2,6-dioxopiperidin-3-yl)-1-oxoisoindoline-5-carboxamide